CN1C[C@H](OCC1)CO (S)-4-methyl-2-hydroxymethyl-morpholine